pent-1-en C=CCCC